4-Ethoxy-1-[(1'R,3'S,4'R)-3'-benzyloxy-4'-(benzyloxymethyl)-cyclopentyl]-1H-[1,3,5]-triazin-2-one C(C)OC1=NC(N(C=N1)C1CC(C(C1)COCC1=CC=CC=C1)OCC1=CC=CC=C1)=O